(R)-N-((2R)-3-((2-(2-bromo-6-chloropyridin-4-yl)-2-hydroxyethyl)amino)-1,1,1-trifluoropropan-2-yl)-2-methylpropane-2-sulfinamide BrC1=NC(=CC(=C1)C(CNC[C@H](C(F)(F)F)N[S@](=O)C(C)(C)C)O)Cl